FC=1C=C2C(NC(=NC2=C(C1)\C(\C)=N/[S@](=O)C(C)(C)C)N1CCOCC1)=O (R,Z)-N-(1-(6-fluoro-2-morpholino-4-oxo-3,4-dihydroquinazolin-8-yl)ethylidene)-2-methylpropane-2-sulfinamide